Magnesium hydrogen-phosphat P(=O)(O)([O-])[O-].[Mg+2]